O1CCN(CC1)C1=C(C(=O)NN)C=CC(=C1)C(F)(F)F 2-morpholino-4-(trifluoromethyl)benzoyl-hydrazine